FC1(CN(CCC1)C(=O)OC(C)(C)C)C(=O)OCC 1-(tert-butyl) 3-ethyl 3-fluoropiperidine-1,3-dicarboxylate